5-chloro-N-(2-chloro-3,4,5-trimethoxybenzyl)-2,4-dihydroxy-N-methylbenzamide ClC=1C(=CC(=C(C(=O)N(C)CC2=C(C(=C(C(=C2)OC)OC)OC)Cl)C1)O)O